ClC=1C=C(C=CC1C)NC(=O)NCC1=CC2=C(C(N(C2)[C@H]2C(NC(CC2)=O)=O)=O)S1 (R)-1-(3-chloro-4-methylphenyl)-3-((5-(2,6-dioxopiperidin-3-yl)-6-oxo-5,6-dihydro-4H-thieno[2,3-c]pyrrol-2-yl)methyl)urea